C(C)(=O)C([C@@H]1[C@H]([C@@H]([C@H](C(O)O1)N)O)O)O 6-Acetylglucosamine